BrC(S(=O)(=O)O)(F)F monobromodifluoromethanesulfonic acid